C(C)OC1=C(C(=O)NC(C)C2=CC(=CC=C2)C=2SC=CN2)C=C(C=C1)[N+](=O)[O-] 2-ethoxy-5-nitro-N-(1-(3-(thiazol-2-yl)phenyl)ethyl)benzamide